C1(=CC=CC=C1)N=CC=NC1=CC=CC=C1 N,N'-diphenyl-ethane-1,2-diimine